2',2'''-(4-Methoxypyridine-2,6-diyl)bis(5-methyl-3-((3r,5r,7r)-3,5,7-trimethyladamantan-1-yl)-[1,1'-biphenyl]-2-ol) COC1=CC(=NC(=C1)C1=C(C=CC=C1)C=1C(=C(C=C(C1)C)C12CC3(CC(CC(C1)(C3)C)(C2)C)C)O)C2=C(C=CC=C2)C=2C(=C(C=C(C2)C)C23CC1(CC(CC(C2)(C1)C)(C3)C)C)O